tert-butyl (1R,5S,6r)-6-(4-ethoxy-2-methyl-3,4-dioxobutanoyl)-3-azabicyclo[3.1.0]hexane-3-carboxylate C(C)OC(C(C(C(=O)C1[C@H]2CN(C[C@@H]12)C(=O)OC(C)(C)C)C)=O)=O